6-chloro-4-fluoro-5-(2-oxopropoxy)picolinaldehyde ClC1=C(C(=CC(=N1)C=O)F)OCC(C)=O